[Ge].[Ga].[La] lanthanum-gallium germanium